FC1=NNC=C1C=1C=CC(=C(C1)O)C1=CC2=C(N=N1)N=C(S2)N2CC1(C2)CCN(CC1)C 5-(3-fluoro-1H-pyrazol-4-yl)-2-[6-(7-methyl-2,7-diazaspiro[3.5]non-2-yl)[1,3]thiazolo[4,5-c]pyridazin-3-yl]phenol